1-[3-({1-cyclopropyl-8-methoxy-5H-pyrido[4,3-b]indol-7-yl}oxy)propyl]pyrrolidine C1(CC1)C1=NC=CC=2NC=3C=C(C(=CC3C21)OC)OCCCN2CCCC2